C(=O)(OC(C)(C)C)N1CCC(CC1)(C(=O)O)OCC 1-Boc-4-ethoxy-piperidine-4-carboxylic acid